(1R,4s)-4-(2-Fluoro-4-methoxy-5-(((3S*,4R*)-4-(((1-methylcyclobutyl)methyl)carbamoyl)tetrahydrofuran-3-yl)carbamoyl)phenoxy)-1-(hydroxymethyl)cyclohexane-1-carboxylic acid FC1=C(OC2CCC(CC2)(C(=O)O)CO)C=C(C(=C1)OC)C(N[C@@H]1COC[C@@H]1C(NCC1(CCC1)C)=O)=O |o1:23,27|